(1-((3-(1-((5-(5-(difluoromethyl)-1,3,4-oxadiazol-2-yl) pyridin-2-yl) methyl)-1H-1,2,3-triazol-4-yl) phenyl) amino)-2-methyl-1-oxopropan-2-yl) carbamate C(N)(OC(C(=O)NC1=CC(=CC=C1)C=1N=NN(C1)CC1=NC=C(C=C1)C=1OC(=NN1)C(F)F)(C)C)=O